tert-butyl (S)-2-(6-chloro-2-(6-methylnicotinoyl)-1,2,3,4-tetrahydroisoquinolin-8-yl)pyrrolidine-1-carboxylate ClC=1C=C2CCN(CC2=C(C1)[C@H]1N(CCC1)C(=O)OC(C)(C)C)C(C1=CN=C(C=C1)C)=O